C(N)(=O)C=1C=C(C=CC1S(NCCCCCCC)(=O)=O)C=1N(C2=CC=C(C=C2C(C1C(=O)O)=O)F)C1CC1 (3-carbamoyl-4-(N-heptylsulfamoyl)phenyl)-1-cyclopropyl-6-fluoro-4-oxo-1,4-dihydroquinoline-3-carboxylic acid